(Z)-N-(4-((4-(Dimethylamino)phenyl)diazenyl)-3,5-dimethoxyphenyl)picolinamide CN(C1=CC=C(C=C1)\N=N/C1=C(C=C(C=C1OC)NC(C1=NC=CC=C1)=O)OC)C